N-[3-(methoxydimethylsilyl)propyl]-N'-methylguanidine CO[Si](CCCNC(=N)NC)(C)C